ClC=1C(=NC=CC1C1=NC(=C(C=C1)CNC[C@@H]1CCC(N1)=O)OC)C1=C(C(=CC=C1)NC1=NC=CC(=C1F)CN1C[C@@H](CC1)O)C (S)-5-((((3'-chloro-2'-(3-((3-fluoro-4-(((R)-3-hydroxypyrrolidin-1-yl)methyl)pyridin-2-yl)amino)-2-methylphenyl)-6-methoxy-[2,4'-bipyridin]-5-yl)methyl)amino)methyl)pyrrolidin-2-one